C/C(/C(=O)[O-])=C/C(=O)[O-] 2-methylmaleate